5-methyl-3-[(2-methoxyphenyl)(4-methylbenzenesulfonyl)methyl]-1H-Indole CC=1C=C2C(=CNC2=CC1)C(S(=O)(=O)C1=CC=C(C=C1)C)C1=C(C=CC=C1)OC